N,N-diethyl-decanoamide C(C)N(C(CCCCCCCCC)=O)CC